(2R,3S,4S,5R)-5-((R)-1-Acetoxy-2,2,2-trifluoroethyl)-2-(2-amino-7-(cyclopropyl methyl)-6-methoxy-8-oxo-7,8-dihydro-9H-purin-9-yl)-4-fluorotetrahydrofuran-3-yl acetate C(C)(=O)O[C@H]1[C@@H](O[C@@H]([C@@H]1F)[C@H](C(F)(F)F)OC(C)=O)N1C2=NC(=NC(=C2N(C1=O)CC1CC1)OC)N